(2S,4R)-1-[(2S)-3,3-dimethyl-2-[4-(3-methylsulfonylphenyl)triazol-1-yl]butanoyl]-4-hydroxy-N-methyl-pyrrolidine-2-carboxamide CC([C@@H](C(=O)N1[C@@H](C[C@H](C1)O)C(=O)NC)N1N=NC(=C1)C1=CC(=CC=C1)S(=O)(=O)C)(C)C